C(C)(CCC)[Sn](OC(C)(C)C)(OC(C)(C)C)OC(C)(C)C sec-pentyl-tris(t-butoxy)tin